3-((S)-2-hydroxy-3-((R)-8-(pyrazin-2-yl)-1-oxa-8-azaspiro[4.5]decan-3-ylamino)propoxy)-N-methylbenzenesulfonamide O[C@H](COC=1C=C(C=CC1)S(=O)(=O)NC)CN[C@H]1COC2(C1)CCN(CC2)C2=NC=CN=C2